(2S,4R)-1-[(2S)-2-(4-cyclopropyltriazol-1-yl)-3,3-dimethyl-butanoyl]-N-(6,7-dihydro-4H-pyrano[4,3-d]thiazol-2-ylmethyl)-4-hydroxy-pyrrolidine-2-carboxamide C1(CC1)C=1N=NN(C1)[C@H](C(=O)N1[C@@H](C[C@H](C1)O)C(=O)NCC=1SC2=C(N1)CCOC2)C(C)(C)C